phenyl di-p-tert-butylphenyl phosphate CC(C)(C)C1=CC=C(C=C1)OP(=O)(OC2=CC=CC=C2)OC3=CC=C(C=C3)C(C)(C)C